C1(CC1)C=1C=NN(C1CO[C@@H]1[C@H]2[C@@H](N([C@@H](C1)C2)C2=CC=C(C(=O)O)C=C2)CC)C2=C(C=CC=C2Cl)Cl 4-[(1R,3S,4R,5S)-5-[[4-cyclopropyl-1-(2,6-dichlorophenyl)-1H-pyrazol-5-yl]methoxy]-3-ethyl-2-azabicyclo[2.2.1]heptan-2-yl]benzoic acid